C1(CC1)CN1[C@H]2[C@@]3(CC[C@H]([C@H]4[C@@]3(C=3C(=C(C=CC3C2)O)O4)CC1)NC(CC1=CC=NC=C1)=O)O 17-cyclopropylmethyl-3,14β-dihydroxy-4,5α-epoxy-6β-[(4-pyridyl)acetamido]morphinan